C1(=C(C=CC=C1)C(C(=O)O)C(=O)O)C tolylmalonic acid